COC1=C(C=NC=C1)N(C1CCN(CC1)C1=NC=C(C=C1)C(F)(F)F)C1=CC=C(C=C1)C(F)(F)F 4-Methoxy-N-(4-(trifluoromethyl)phenyl)-N-(1-(5-(trifluoromethyl)pyridin-2-yl)piperidin-4-yl)pyridin-3-amine